N1=CN=C2NC=NC2=C1N[C@H](C(=O)O)CCN(CCCCC1=NC=2NCCCC2C=C1)CCOC=1C=NC=C(C1)F (S)-2-((9H-purin-6-yl)amino)-4-((2-((5-fluoropyridin-3-yl)oxy)ethyl)(4-(5,6,7,8-tetrahydro-1,8-naphthyridin-2-yl)butyl)amino)butanoic acid